5-(2-(2-fluoropyridin-4-yl)-1H-pyrrolo[2,3-b]pyridin-4-yl)-1H-indazol-3-amine FC1=NC=CC(=C1)C1=CC=2C(=NC=CC2C=2C=C3C(=NNC3=CC2)N)N1